dihydro-2H-pyrimido[6,1-a]isoquinolin C1CNCN2C1=C1C=CC=CC1=CC2